2-((3-(difluoromethyl)-1-methyl-1H-pyrazol-5-yl)oxy)-1-(2-methoxyphenyl)ethan-1-one-O-methyloxime CON=C(COC1=CC(=NN1C)C(F)F)C1=C(C=CC=C1)OC